O(CCCCOC1=CC=C(N)C=C1)C1=CC=C(N)C=C1 4,4'-(tetramethylenedioxy)dianiline